(M)-4-((2S)-4-((2E)-4-(Dimethylamino)-2-butenoyl)-2-methyl-1-piperazinyl)-6-fluoro-7-(2-fluoro-6-hydroxyphenyl)-1-(4-methyl-2-(2-propanyl)-3-pyridinyl)pyrido[2,3-d]pyrimidin-2(1H)-one CN(C/C=C/C(=O)N1C[C@@H](N(CC1)C=1C2=C(N(C(N1)=O)C=1C(=NC=CC1C)C(C)C)N=C(C(=C2)F)C2=C(C=CC=C2O)F)C)C